9,14-dihydroxy-10,12-octadecadienoic acid OC(CCCCCCCC(=O)O)C=CC=CC(CCCC)O